FC(C(=O)O)(F)F.C(#C)C1=C2C=CC(=CC2=CC=C1)O 5-ethynylnaphthalene-2-ol trifluoroacetic acid Salt